4-((1-((2,4-Dichlorophenyl)sulfonyl)-3-(methoxymethyl)azetidin-3-yl)methoxy)-fluorobenzonitrile ClC1=C(C=CC(=C1)Cl)S(=O)(=O)N1CC(C1)(COC)COC1=CC(=C(C#N)C=C1)F